O=C1NC(CCC1N1C(N(C2=C1C=CC(=C2)C2CCN(CC2)C(=O)OC(C)(C)C)C)=O)=O Tert-butyl 4-[1-(2,6-dioxopiperidin-3-yl)-3-methyl-2-oxo-1,3-benzodiazol-5-yl]piperidine-1-carboxylate